C1(CCCCC1)OC1=CC=C(C=C1)N1CC(C2=C1N=C(N=C2NCC2=CC=C(C=C2)OC)C(=O)[O-])(C)C 7-(4-(cyclohexyloxy) phenyl)-4-((4-methoxybenzyl) amino)-5,5-dimethyl-6,7-dihydro-5H-pyrrolo[2,3-d]pyrimidine-2-carboxylate